rac-(4aS,10bS)-8-(1-cyclopropyl-1H-pyrazol-4-yl)-2,3,4,4a,6,10b-hexahydro-1H-isochromeno[4,3-b]pyridine hydrochloride Cl.C1(CC1)N1N=CC(=C1)C=1C=CC2=C(C1)CO[C@@H]1[C@H]2NCCC1 |r|